FC=1C=C(C=CC1N1C(N(C=C1)C)=O)C1=C(C(=CC(=C1)C)C1=CC(=NC=C1)N1C[C@H](NCC1)C)O (R)-1-(3-fluoro-2'-hydroxy-5'-methyl-3'-(2-(3-methylpiperazin-1-yl)pyridin-4-yl)-[1,1'-biphenyl]-4-yl)-3-methyl-1H-imidazol-2(3H)-one